N-(2,6-dioxopiperidin-3-yl)-5-(1-((1-(3-((4-((5-(trifluoromethyl)pyrimidin-2-yl)amino)piperidin-1-yl)sulfonyl)phenyl)piperidin-4-yl)methyl)piperidin-4-yl)picolinamide O=C1NC(CCC1NC(C1=NC=C(C=C1)C1CCN(CC1)CC1CCN(CC1)C1=CC(=CC=C1)S(=O)(=O)N1CCC(CC1)NC1=NC=C(C=N1)C(F)(F)F)=O)=O